FC(COP(OCC(F)(F)F)OCC(F)(F)F)(F)F Tris(2,2,2-trifluoroethoxy)phosphine